NC[C@@H](O)C=1C=NC(=NC1)C1=C(C=C(C#N)C=C1)CN1C(=NC(=C1)C1=CC(=CC=C1)F)C 4-[5-[(1S)-2-amino-1-hydroxyethyl]pyrimidin-2-yl]-3-[[4-(3-fluorophenyl)-2-methylimidazol-1-yl]methyl]benzonitrile